N1(N=CC=C1)CC=1C=CC(=NC1OC)C(=O)NS(=O)(=O)C1=C(C(=CC=C1OC)C1CC1)OC 5-((1H-pyrazol-1-yl)methyl)-N-((3-cyclopropyl-2,6-dimethoxyphenyl)sulfonyl)-6-methoxypicolinamide